methyl-5-(4-methyl-1H-pyrazole-1-carbonyl)-N-(1-methylcyclopropyl)furo[2,3-d]pyrimidin-4-amine CC=1N=C(C2=C(N1)OC=C2C(=O)N2N=CC(=C2)C)NC2(CC2)C